FC(C1=NC(=NC=C1)[C@@H]1[C@H](C1)C(=O)OC(C)(C)C)(F)F |r| rac-tert-butyl (1S*,2S*)-2-(4-(trifluoromethyl)pyrimidin-2-yl)cyclopropane-1-carboxylate